C(C)(C)(C)OC(=O)N1CCN(C[C@H]([C@@H]1CC(C)C)O)CC1=CC=CC=C1.C1(CC1)C1=CC=C(C=C1)S(=O)(=O)NC=1C=C(C(=O)NCC=2C=NN(C2)C)C=CC1C 3-((4-cyclopropylphenyl)sulfonamido)-4-methyl-N-((1-methyl-1H-pyrazol-4-yl)methyl)benzamide tert-butyl-(6R,7S)-4-benzyl-6-hydroxy-7-isobutyl-1,4-diazepane-1-carboxylate